2-carboxy-7-(3-(naphthalen-2-yl)phenoxy)-1,2,3,4-tetrahydronaphthalen C(=O)(O)C1CC2=CC(=CC=C2CC1)OC1=CC(=CC=C1)C1=CC2=CC=CC=C2C=C1